C1(=C(C=CC=C1)C#CC1=NN(C2=CC=CC=C12)C1CC2(C1)CCNCC2)C2=CC=CC=C2 3-([1,1'-Biphenyl]-2-ylethynyl)-N-(7-azaspiro[3.5]nonan-2-yl)-1H-indazole